BrC=1C=C(NC2(CCC3(C(N(C4=CC=C(C=C34)\C=C\CC3=CC=CC=C3)C)=O)CC2)C(=O)OC)C=CC1 methyl (1r,4r)-4-(3-bromoanilino)-1'-methyl-2'-oxo-5'-[(1E)-3-phenylprop-1-en-1-yl]-1',2'-dihydrospiro[cyclohexane-1,3'-indole]-4-carboxylate